2-(TETRAHYDRO-2H-PYRAN-4-YLOXY)PYRIDIN-4-YLBORONIC ACID O1CCC(CC1)OC1=NC=CC(=C1)B(O)O